N[C@H]1CS(C2=C(N(C1=O)CC1=CC=C(C=C1)OC1=CC(=CC=C1)F)C=C(C=C2)C=2OC(=NN2)C(C)(S(=O)(=O)C)C)(=O)=O (3R)-3-amino-5-[[4-(3-fluorophenoxy)phenyl]methyl]-7-[5-(1-methyl-1-methylsulfonyl-ethyl)-1,3,4-oxadiazol-2-yl]-1,1-dioxo-2,3-dihydro-1λ6,5-benzothiazepine-4-One